Cl.C(CC)OC(=O)[C@@H]1[C@H]([C@H]([C@@H](C1)NC(=N)N)[C@H](C(CC)CC)NC(C)=O)O (1S,2S,3R,4R)-3-[(1S)-1-(acetylamino)-2-ethylbutyl]-4-guanidino-2-hydroxycyclopentanecarboxylic acid propyl ester hydrochloride